(3-cyano-4,5-dimethyl-thiophen-2-yl)-2-phenyl-N-(2-phenyl-butyryl)-butyramide C(#N)C1=C(SC(=C1C)C)C(C(=O)NC(C(CC)C1=CC=CC=C1)=O)(CC)C1=CC=CC=C1